C1(=CC=CC=C1)C(OCC1CCNCC1)C1=CC=CC=C1 4-((diphenyl-methoxyl)methyl)piperidine